CC1(OC2=C(C1)C=C(C(=C2)OC[C@H]2CNC(C2)=O)NC(=O)C=2C=NN1C2N=CC=C1)C N-[2,2-Dimethyl-6-[[(3R)-5-oxopyrrolidin-3-yl]methoxy]-3H-benzofuran-5-yl]pyrazolo[1,5-a]pyrimidine-3-carboxamide